[Na].FC1=C(C(=C(C(=C1F)F)F)F)C(C(C(C(C(C(F)(F)F)(F)F)(F)F)(F)F)(F)F)(F)F perfluorohexylbenzene sodium